4-t-butoxybenzylamine C(C)(C)(C)OC1=CC=C(CN)C=C1